N-[(2Z)-3-(4-chlorobenzenesulfonyl)-3-fluoroprop-2-en-1-yl]-2-oxo-1,2,5,6,7,8-hexahydroquinoline-3-carboxamide ClC1=CC=C(C=C1)S(=O)(=O)\C(=C/CNC(=O)C=1C(NC=2CCCCC2C1)=O)\F